BrC1=C2C=C(C(N(C2=CC=C1)C)=O)C 5-bromo-1,3-dimethylquinolin-2(1H)-one